OCCC(C(=O)O)=C.C(C=C)(=O)O acrylate (hydroxyethyl acrylate)